[Na+].C(=O)([O-])CCNC([S-])=S.[Na+] N-carboxyethyl-dithiocarbamic acid sodium salt